tert-butyl 2-((6-(4-fluoro-1H-pyrazol-1-yl) pyridin-3-yl) methyl)-1-carbonyl-2,9-diazaspiro[5.5]undecane-9-carboxylate FC=1C=NN(C1)C1=CC=C(C=N1)CN1C(C2(CCC1)CCN(CC2)C(=O)OC(C)(C)C)=C=O